ClC1=CC=C(C=C1)C1=NN=C(C2=CC=CC=C12)NC1C2CN(CC1CCC2)C 4-(4-chlorophenyl)-N-(3-methyl-3-azabicyclo[3.3.1]nonan-9-yl)phthalazin-1-amine